ClC=1C(=NC=CC1C1=C(C(=CC=C1)NC1=NC=CC(=C1F)CCCNCCO)Cl)C1=CC(=C(CNC[C@@H]2CCC(N2)=O)C=C1)OC (S)-5-(((4-(3-chloro-4-(2-chloro-3-((3-fluoro-4-(3-((2-hydroxyethyl)amino)propyl)pyridin-2-yl)amino)phenyl)pyridin-2-yl)-2-methoxybenzyl)amino)methyl)pyrrolidin-2-one